NC=1SC(=CN1)CNC(=O)C1CCN(CC1)C(C1=C(C=C(C=C1)NC(=O)C=1N(C(=CN1)C1=C(C(=C(C=C1)OC)F)F)C)Cl)=O N-[(2-aminothiazol-5-yl)methyl]-1-[2-chloro-4-[[5-(2,3-difluoro-4-methoxy-phenyl)-1-methyl-imidazole-2-carbonyl]amino]benzoyl]piperidine-4-carboxamide